(7S)-9-(2,6-difluorophenyl)-4,7-dimethyl-16-thia-2,3,5,8-tetraazatetracyclo[8.6.0.02,6.011,15]Hexadeca-1(10),3,5,8,11(15)-pentaene-13-carboxylic acid ethyl ester C(C)OC(=O)C1CC=2C=3C(=N[C@H](C4=NC(=NN4C3SC2C1)C)C)C1=C(C=CC=C1F)F